C4-chloro-7-(2,4-dimethoxybenzyl)-5,7-dihydro-6H-pyrrolo[2,3-d]pyrimidin-6-one ClC=1C2=C(N=CN1)N(C(C2)=O)CC2=C(C=C(C=C2)OC)OC